NC1=C(C=C(N=N1)C1=C(C=CC=C1)O)N1CC2CCC(C1)N2C2=CC(=NC=C2)C#CCN2CCC(CCC2)F 2-[6-amino-5-[8-[2-[3-(4-fluoroazepan-1-yl)prop-1-ynyl]-4-pyridyl]-3,8-diazabicyclo[3.2.1]octan-3-yl]pyridazin-3-yl]phenol